5-methyl-1H-pyrazol-3-ylboronic acid CC1=CC(=NN1)B(O)O